ClC1=CC=C(C2=C1C=C(O2)F)COC2=NC(=NC=C2F)C2=CCC(CC2)CC2=NC1=C(N2C[C@H]2OCC2)C=C(C=C1)C(=O)OC methyl 2-((4-(4-((4-chloro-2-fluorobenzofuran-7-yl) methoxy)-5-fluoropyrimidin-2-yl) cyclohex-3-en-1-yl) methyl)-1-(((S)-oxetan-2-yl) methyl)-1H-benzo[d]imidazole-6-carboxylate